N-((1,2,3,5,6,7-Hexahydro-s-indacen-4-yl)carbamoyl)-1-(1-methylazetidin-3-yl)piperidine-4-sulfonamide, Potassium Salt [K].C1CCC2=C(C=3CCCC3C=C12)NC(=O)NS(=O)(=O)C1CCN(CC1)C1CN(C1)C